2-(8-((2s,5r)-5-ethyl-4-(1-(2-fluorothieno[2,3-b]pyridin-6-yl)ethyl)-2-methylpiperazin-1-yl)-5-methyl-6-oxo-5,6-dihydroimidazo[1,2-b]pyridazin-2-yl)acetonitrile C(C)[C@H]1N(C[C@@H](N(C1)C=1C=2N(N(C(C1)=O)C)C=C(N2)CC#N)C)C(C)C2=CC=C1C(=N2)SC(=C1)F